FC1=C(C=C(C=C1)S(=O)(=O)N1CC(OCC1)C1=C(SC2=C1C=CC=C2)C(=O)NC(C)C)C [4-(4-fluoro-3-methyl-phenyl)sulfonylmorpholin-2-yl]-N-isopropyl-benzothiophene-2-carboxamide